6-(4-(3,6-diazabicyclo[3.1.1]heptane-3-carbonyl)-2-methoxybenzyl)-2-amino-4-(((S)-1-hydroxypentan-2-yl)amino)pyrido[4,3-d]pyrimidin-5(6H)-one C12CN(CC(N1)C2)C(=O)C2=CC(=C(CN1C(C3=C(N=C(N=C3N[C@H](CO)CCC)N)C=C1)=O)C=C2)OC